4,4'-Methylenbis-(2,6-di-tert-butylphenol) C(C1=CC(=C(C(=C1)C(C)(C)C)O)C(C)(C)C)C1=CC(=C(C(=C1)C(C)(C)C)O)C(C)(C)C